tert-Butyl 5-((3-cyano-2-methoxy-5,6,7,8-tetrahydroquinolin-8-yl)oxy)-3-iodo-1H-indazole-1-carboxylate C(#N)C=1C(=NC=2C(CCCC2C1)OC=1C=C2C(=NN(C2=CC1)C(=O)OC(C)(C)C)I)OC